N-(2-(Benzyloxy)-2-oxoethyl)-N-((E)-4-(((1r,4r)-4-(2-(dibenzylamino)ethoxy)cyclohexyl)oxy)but-2-enoyl)glycine C(C1=CC=CC=C1)OC(CN(CC(=O)O)C(\C=C\COC1CCC(CC1)OCCN(CC1=CC=CC=C1)CC1=CC=CC=C1)=O)=O